(4-(1-(2,2-Difluoroethyl)-2-(trifluoromethyl)-1H-imidazo[4,5-c]pyridin-4-yl)phenyl)(6,6-difluoro-1,4-oxazepan-4-yl)methanon FC(CN1C(=NC=2C(=NC=CC21)C2=CC=C(C=C2)C(=O)N2CCOCC(C2)(F)F)C(F)(F)F)F